N-[2-Chloro-5-(thiomorpholine-4-sulfonyl)thiophen-3-yl]-2-(4-fluorobenzenesulfonamido)acetamide ClC=1SC(=CC1NC(CNS(=O)(=O)C1=CC=C(C=C1)F)=O)S(=O)(=O)N1CCSCC1